N1C(=CC=C1)C(=O)O[C@@H]1[C@H]([C@@H]2O[Si](O[Si](OC[C@H]2O[C@H]1N1C=CC2=CC=CC=C12)(C(C)C)C(C)C)(C(C)C)C(C)C)O (6aR,8R,9R,10R,10aS)-10-hydroxy-8-(1H-indol-1-yl)-2,2,4,4-tetraisopropyl-hexahydropyrano[3,2-f][1,3,5,2,4]trioxadisilocin-9-yl 1H-pyrrole-2-carboxylate